(E)-2-cyclohexyl-N-(3-(methylsulfonyl)allyl)-4-phenoxypyrimidine-5-carboxamide C1(CCCCC1)C1=NC=C(C(=N1)OC1=CC=CC=C1)C(=O)NC\C=C\S(=O)(=O)C